C(C)N1N=CC(=C1)C1=NC(=NO1)N1CCCC2=CC(=CC=C12)C=O (5-(1-ethyl-1H-pyrazol-4-yl)-1,2,4-oxadiazol-3-yl)-1,2,3,4-tetrahydroquinoline-6-carbaldehyde